O1C[C@@H](CC1)OC=1C=C2C(=NNC2=CC1)C1=NC=CC(=N1)N1N=CC=C1 1-[2-[5-[(3R)-tetrahydrofuran-3-yl]oxy-1H-indazol-3-yl]pyrimidin-4-yl]pyrazole